[Si](C)(C)(C(C)(C)C)OCCC=1C=CC=C2C=CNC12 7-(2-((tert-butyldimethylsilyl)oxy)ethyl)-1H-indole